N-(6-chloropyridin-3-yl)-6-((1-(trifluoromethyl)cyclopropyl)methoxy)isoquinolin-1-amine formate C(=O)O.ClC1=CC=C(C=N1)NC1=NC=CC2=CC(=CC=C12)OCC1(CC1)C(F)(F)F